NC1=NC(=CC(=N1)N1CCC2(C[C@H](NC2)C(=O)OCC)CC1)O[C@@H](C(F)(F)F)C1=C(C=C(C=C1)Cl)C1=CC(=CC=C1)N1C(CCC1)=O (S)-ethyl 8-(2-amino-6-((R)-1-(5-chloro-3'-(2-oxopyrrolidin-1-yl)-[1,1'-biphenyl]-2-yl)-2,2,2-trifluoroethoxy)pyrimidin-4-yl)-2,8-diazaspiro[4.5]decane-3-carboxylate